ClC=1C(=C(C=O)C(=C(C1OC)C\C=C(\C=C\[C@@]1([C@H](C(CC[C@H]1C)NCC)C)C)/C)O)C 3-chloro-5-((2E,4E)-5-((1R,2R,6R)-3-(ethylamino)-1,2,6-trimethylcyclohexyl)-3-methylpenta-2,4-dien-1-yl)-6-hydroxy-4-methoxy-2-methylbenzaldehyde